1-{4-[4-({3-methyl-4-[(3R)-oxan-3-yloxy]phenyl}amino)quinazolin-6-yl]piperazin-1-yl}prop-2-en-1-one CC=1C=C(C=CC1O[C@H]1COCCC1)NC1=NC=NC2=CC=C(C=C12)N1CCN(CC1)C(C=C)=O